2-(6-bromoimidazo[1,2-a]pyrimidin-2-yl)phenol BrC=1C=NC=2N(C1)C=C(N2)C2=C(C=CC=C2)O